5-morpholinobenzamide O1CCN(CC1)C=1C=CC=C(C(=O)N)C1